benzyl (5-((2S,4R)-1-((R)-2-(2-naphthamido)-3-cyclohexylpropanoyl)-4-(5-(2-hydroxypropan-2-yl)-1H-1,2,3-triazol-1-yl)pyrrolidine-2-carboxamido)-7-amino-6-hydroxy-7-oxoheptyl)carbamate C1=C(C=CC2=CC=CC=C12)C(=O)N[C@@H](C(=O)N1[C@@H](C[C@H](C1)N1N=NC=C1C(C)(C)O)C(=O)NC(CCCCNC(OCC1=CC=CC=C1)=O)C(C(=O)N)O)CC1CCCCC1